2-((3R,4S)-4-((8-cyclobutoxy-7-(1H-pyrazol-4-yl)-[1,2,4]triazolo[1,5-c]pyrimidin-2-yl)amino)-3-methylpiperidin-1-yl)acetaldehyde C1(CCC1)OC=1C=2N(C=NC1C=1C=NNC1)N=C(N2)N[C@@H]2[C@@H](CN(CC2)CC=O)C